tert-butyl 1-((3-cyanophenyl)imino)-5,8,11,14,17,20,23,26,29,32-decaoxa-2-azapentatriacont-1-en-35-oate C(#N)C=1C=C(C=CC1)N=C=NCCOCCOCCOCCOCCOCCOCCOCCOCCOCCOCCC(=O)OC(C)(C)C